OC1CC2=CC(=C(C=C2C1)C(=O)O)C(=O)O 2-hydroxy-2,3-dihydro-1H-indene-5,6-dicarboxylic acid